CC1=C(OC=2CCC3=CN(N=C3C21)C(C)(C)C=2C=NC=CC2)C(=O)OCC ethyl 8-methyl-2-[2-(pyridin-3-yl)propan-2-yl]-4,5-dihydro-2H-furo[2,3-g]indazole-7-carboxylate